5-chloro-N-(5-chloro-6-(2H-1,2,3-triazol-2-yl)pyridin-3-yl)-2,4'-difluoro-2'-(1-Methoxyethyl)-[1,1'-biphenyl]-4-carboxamide ClC=1C(=CC(=C(C1)C1=C(C=C(C=C1)F)C(C)OC)F)C(=O)NC=1C=NC(=C(C1)Cl)N1N=CC=N1